[Na+].C(CCCCCCCCCCCCCCC)S(=O)(=O)[O-] hexadecylsulfonic acid sodium salt